C(=O)(O)CN=C(COCCO)O (carboxymethylimino)diethyleneglycol